4-((methylamino)methyl)-2,3-dihydro-1H-pyrrole CNCC=1CCNC1